Aluminium-Calcium Silicat [Si]([O-])([O-])([O-])[O-].[Ca+2].[Al+3]